COC=1C=C2C3=C(NC2=CC1)[C@]1([C@H]2N(CC3)C[C@H](C2)C1)C#N (2S,12S,12aS)-8-Methoxy-1,2,3,6,11,12a-Hexahydro-2,12-Methanopyrrolo[1',2':1,2]Azepino[4,5-b]Indole-12(5H)-Carbonitrile